bis(1,2,2,6,6-pentamethylpiperidin-4-yl)-3,4-bis{[(1,2,2,6,6-pentamethylpiperidin-4-yl)oxy]carbonyl}hexanedioate CN1C(CC(CC1(C)C)OC(CC(C(CC(=O)OC1CC(N(C(C1)(C)C)C)(C)C)C(=O)OC1CC(N(C(C1)(C)C)C)(C)C)C(=O)OC1CC(N(C(C1)(C)C)C)(C)C)=O)(C)C